ClC12CC(C1)(C2)NC(C(N2CC([C@H]([C@]21CC(CC1)(F)F)O)(F)F)=O)=O N-(3-chlorobicyclo[1.1.1]pentan-1-yl)-2-oxo-2-((4S,5S)-3,3,7,7-tetrafluoro-4-hydroxy-1-azaspiro[4.4]nonan-1-yl)acetamide